C(C)N1C2=CC=C(C=C2C=2C=C(C=CC12)C(C)=NOC(C)=O)C(C1=C(C=CC=C1)C)=O 1-(((1-(9-ethyl-6-(2-methylbenzoyl)-9H-carbazol-3-yl)ethylidene)amino)oxy)ethane-1-one